4-(1-(2-Fluoro-4-(1-methyl-1H-pyrazol-5-yl)phenyl)-2-methyl-1H-imidazol-4-yl)-N-(1-(methylsulfonyl)-piperidin-4-yl)-5-(trifluoromethyl)-pyrimidin-2-amine FC1=C(C=CC(=C1)C1=CC=NN1C)N1C(=NC(=C1)C1=NC(=NC=C1C(F)(F)F)NC1CCN(CC1)S(=O)(=O)C)C